(R)-4-(1-(3-amino-5-(trifluoromethyl)phenyl)ethylamino)-7-(dicyclopropylamino)-N,N,2-trimethylpyrido[2,3-d]pyrimidine-6-carboxamide NC=1C=C(C=C(C1)C(F)(F)F)[C@@H](C)NC=1C2=C(N=C(N1)C)N=C(C(=C2)C(=O)N(C)C)N(C2CC2)C2CC2